(2R,3R,4R,5S)-4-(4-chloro-2-fluorophenyl)-3-(2,3-difluorophenyl)-4-cyano-5-neopentylpyrrolidine-2-carboxylic acid tert-butyl ester C(C)(C)(C)OC(=O)[C@@H]1N[C@H]([C@]([C@@H]1C1=C(C(=CC=C1)F)F)(C#N)C1=C(C=C(C=C1)Cl)F)CC(C)(C)C